1-(3-(6-chloro-4-(trifluoromethyl)nicotinamido)-4-((3S,5R)-3,4,5-trimethylpiperazin-1-yl)phenyl)-1H-1,2,3-triazole-4-carboxylic acid ClC1=NC=C(C(=O)NC=2C=C(C=CC2N2C[C@@H](N([C@@H](C2)C)C)C)N2N=NC(=C2)C(=O)O)C(=C1)C(F)(F)F